FC1=C(C(=CC=C1)F)[Ti] (2,6-difluorophenyl)titanium